C1=NC=C(C2=CC=CC=C12)C1=CC=2C(C3=CC=CC=C3OC2C=C1)=O 2-(isoquinoline-4-yl)-9H-xanthen-9-one